C(C)[C@H]1[C@H](NC([C@H]1F)=O)COC1=NC=CC2=CC=C(C=C12)OC 1-(((2S,3S,4S)-3-ethyl-4-fluoro-5-oxopyrrolidin-2-yl)methoxy)-7-methoxyisoquinoline